CC=1C2=C(SC1C(=O)OCC)C=CC(=C2)C(F)(F)F ethyl 3-methyl-5-trifluoromethylbenzo[b]thiophene-2-carboxylate